O=C[C@H](C[C@H]1C(NCCC1)=O)NC(OC(C)(C)C)=O tert-butyl N-[(2S)-1-oxo-3-[(3S)-2-oxopiperidin-3-yl]propan-2-yl]carbamate